2-(8-(Ethyl-d5)-7-fluoro-3-(methoxymethoxy)naphthalen-1-yl)-4,4,5,5-tetramethyl-1,3,2-dioxaborolane C(C([2H])([2H])[2H])(C=1C(=CC=C2C=C(C=C(C12)B1OC(C(O1)(C)C)(C)C)OCOC)F)([2H])[2H]